CON=C1C2=C(NC=N1)N(N=C2)[C@@H]2O[C@@H]([C@H]([C@H]2O)O)[C@H](O)C2=CC=C(C=C2)Cl 1-((2R,3R,4S,5R)-5-((R)-(4-chlorophenyl)(hydroxy)methyl)-3,4-dihydroxytetrahydrofuran-2-yl)-1,7-dihydro-4H-pyrazolo[3,4-d]pyrimidin-4-one O-methyl oxime